NCC1CCN(CC1)C(=O)C1=C(C=C(C=C1)NC=1C=2N(C=CN1)C(=CN2)C2=C(C=C(C(=C2)Cl)OC)F)C (4-(aminomethyl)piperidin-1-yl)(4-((3-(5-chloro-2-fluoro-4-methoxyphenyl)imidazo[1,2-a]pyrazin-8-yl)amino)-2-methylphenyl)methanone